Ethyl-9,16-dihydroxyhexadecanoat C(C)OC(CCCCCCCC(CCCCCCCO)O)=O